C1(CC1)CN1N=CC(=C1)C1=NC(=CC2=C1N=C(N=C2)N[C@H]2[C@H](COC2)NC(C=C)=O)C2=C(C(=CC(=C2Cl)OC)OC)Cl N-((3R,4S)-4-((8-(1-(cyclopropyl-methyl)-1H-pyrazol-4-yl)-6-(2,6-dichloro-3,5-dimethoxyphenyl)pyrido[3,4-d]pyrimidin-2-yl)amino)tetrahydro-furan-3-yl)acrylamide